CC1=C(SC=[N+]1CC2=CN=C(NC2=O)C)CCO The molecule is a 1,3-thiazolium cation that is 5-(2-hydroxyethyl)-4-methyl-1,3-thiazole alkylated at the N3 position by a (2-methyl-4-oxo-1,4-dihydropyrimidin-5-yl)methyl group. It has a role as an antimetabolite and a vitamin B1 antagonist.